choline pelargonate C(CCCCCCCC)(=O)OCC[N+](C)(C)C